C=1(O)C(O)=CC=CC1.[Al] Aluminium Catechol